C1(=CC=CC=C1)C1=CC2=C(N=C3C(=NC=N3)O2)C=C1 6-phenyl-1,4-benzoxazinoimidazole